3-methyl-6-trifluoromethylimidazo[4,5-b]pyridine CN1C=NC=2C1=NC=C(C2)C(F)(F)F